tert-butyl ((S)-5-((4-((1-(tert-butyl)-3-((1S,3R)-3-((tert-butyldimethylsilyl)oxy)cyclopentyl)-1H-pyrazol-5-yl)amino)pyridin-2-yl)oxy)-3,3-difluoropentan-2-yl-5,5-d2)carbamate C(C)(C)(C)N1N=C(C=C1NC1=CC(=NC=C1)OC(CC([C@H](C)NC(OC(C)(C)C)=O)(F)F)([2H])[2H])[C@@H]1C[C@@H](CC1)O[Si](C)(C)C(C)(C)C